gold-tin-gold [Au].[Sn].[Au]